F[C@@]1(C=2C=CC=NC2C(CC1)=O)C(=O)NCC1=C(C(=C(C=C1)F)F)F (S)-5-fluoro-8-oxo-N-(2,3,4-trifluorobenzyl)-5,6,7,8-tetrahydroquinoline-5-carboxamide